C(C1=CC=CC=C1)NC1=NC(=NC=2[C@H](CCCC12)OCC(=O)OC)N1C(=CC2=C(C=CC=C12)C#N)C methyl 2-[[(8S)-4-(benzylamino)-2-(4-cyano-2-methyl-indol-1-yl)-5,6,7,8-tetrahydroquinazolin-8-yl]oxy]acetate